1-(5-(2,6-diisopropylphenyl)-1H-pyrrol-2-yl)-N,N,N-trimethylmethanaminium iodide [I-].C(C)(C)C1=C(C(=CC=C1)C(C)C)C1=CC=C(N1)C[N+](C)(C)C